(2S,4S)-4-(iodomethyl)-4-methyl-5-oxo-2-phenyloxazolidine-3-carboxylic acid phenylmethyl ester C1(=CC=CC=C1)COC(=O)N1[C@@H](OC([C@@]1(C)CI)=O)C1=CC=CC=C1